(2S,4r)-1-[(2S)-2-[4-(azepan-1-ylmethyl)triazol-1-yl]-3,3-dimethyl-butyryl]-4-hydroxy-N-methyl-pyrrolidine-2-carboxamide N1(CCCCCC1)CC=1N=NN(C1)[C@H](C(=O)N1[C@@H](C[C@H](C1)O)C(=O)NC)C(C)(C)C